ClC1=CC2=C(N(C=N2)CC=2C=C3CN(C(C3=CC2)=O)C2C(NC(CC2)=O)=O)C=C1 5-chloro-N-((2-(2,6-dioxopiperidin-3-yl)-1-oxoisoindolin-5-yl)methyl)-1H-benzo[d]imidazole